2-(4-((tert-butoxycarbonyl)amino)cyclohexyl)thiazole-4-carboxylic acid C(C)(C)(C)OC(=O)NC1CCC(CC1)C=1SC=C(N1)C(=O)O